isopropyl-pyrimidine-2,4-diamine C(C)(C)C=1C(=NC(=NC1)N)N